o-anisylsulfonamide C(C=1C(=CC=CC1)OC)S(=O)(=O)N